C1(CC1)C1=NC=NC(=C1C1=NC(=CC(=N1)[C@H](C)O)OCC1=CC=C(C=C1)C=1N(C=C(N1)C(F)(F)F)C1CC1)OC |o1:15| rel-(S)-1-(4'-cyclopropyl-6-((4-(1-cyclopropyl-4-(trifluoromethyl)-1H-imidazol-2-yl)benzyl)oxy)-6'-methoxy-[2,5'-bipyrimidin]-4-yl)ethanol